2-[2-[Tert-butoxycarbonyl(methyl)amino]ethoxy]ethyl methanesulfonate CS(=O)(=O)OCCOCCN(C)C(=O)OC(C)(C)C